[Cl-].OC(COCC(C[N+](C)(C)CCCCCCCCCCCC)O)C[N+](C)(C)C.[Cl-] 3-(dodecyldimethylammonio)-2-hydroxypropyl 2-hydroxy-3-(trimethylammonio)propyl ether chloride